C(C)(C)(C)N(C(O)=O)C1=NC=CC(=C1F)CN1C(OC2=C(C=CC(=C2)OC=2N=NC(=CC2)Cl)C12CCC2)=O.N2(C=NCC2)CCCCCCCC\C=C/CCCCCCCCCCCC(=O)N imidazolineerucamide tert-butyl-(4-((7-((6-chloropyridazin-3-yl)oxy)-2-oxospiro[benzo[e][1,3]oxazine-4,1'-cyclobutan]-3(2H)-yl)methyl)-3-fluoropyridin-2-yl)carbamate